4-bromo-3-(2-methyl-6-morpholin-4-ylpyrimidin-4-yl)oxybenzonitrile BrC1=C(C=C(C#N)C=C1)OC1=NC(=NC(=C1)N1CCOCC1)C